C(C=C)N1N(C2=NC(=NC=C2C1=O)NC=1C=C2CNCC2=CC1)C1=NC(=CC=C1)C(C)(C)O 2-allyl-1-(6-(2-hydroxypropan-2-yl)pyridin-2-yl)-6-(dihydro-isoindol-5-ylamino)-1H-pyrazolo[3,4-d]pyrimidin-3(2H)-one